CN1C[C@@H](C=CC1)NC1=NN=C(C=2N1C=NC2)C2=C(C=C(C=C2)C(F)(F)F)O 2-(4-{[(3R)-1-methyl-1,2,3,6-tetrahydropyridin-3-yl]amino}imidazo[1,5-d][1,2,4]triazin-1-yl)-5-(trifluoromethyl)phenol